C(C)OC(C1=CC=C(C=C1)C1=NC(=C(C(=C1)Cl)C#N)C1=CC=C(C=C1)Br)=O 4-(6-(4-bromophenyl)-4-chloro-5-cyanopyridin-2-yl)benzoic acid ethyl ester